7-amino-4-chloro-3-methoxyisocoumarin NC1=CC=C2C(=C(OC(=O)C2=C1)OC)Cl